FC=1C=C(C=C(C1)F)C=1C=C(C(=NC1)C1=NC=C2N=C(N(C2=N1)C)C(F)(F)F)S(=O)(=O)CC 2-(5-(3,5-difluorophenyl)-3-(ethylsulfonyl)pyridin-2-yl)-9-methyl-8-(trifluoromethyl)-9H-purine